(E)-1-(4-Bromophenyl)-3-(4-hydroxy-3-methoxyphenyl)prop-2-en-1-one BrC1=CC=C(C=C1)C(\C=C\C1=CC(=C(C=C1)O)OC)=O